C(C)OC([C@@H](NCC1=CC=C(C=C1)S(=O)(=O)C)CO)=O (2S,3R)-p-methylsulfonylbenzylserine ethyl ester